1-(4-(4-hydroxypiperidin-1-yl)phenyl)-3-(6-(4-isopropyl-4H-1,2,4-triazol-3-yl)pyridin-2-yl)imidazolidin-2-one OC1CCN(CC1)C1=CC=C(C=C1)N1C(N(CC1)C1=NC(=CC=C1)C1=NN=CN1C(C)C)=O